ClC=1C=C(OCCC(C(=O)O)C)C=CC1C=1N(C2=NC=NC(=C2N1)OC1(CC1)C)CC1=C(C=CC=C1)C1CC1 4-(3-chloro-4-(9-(2-cyclopropylbenzyl)-6-(1-methylcyclopropoxy)-9H-purin-8-yl)phenoxy)-2-methylbutanoic acid